NC1=CC=C(C=C1)CCNC(=O)NCCC1=CC=C(C=C1)N 1,3-bis[2-(p-aminophenyl)ethyl]urea